bis(1,3-dioxan-5-yl)carboxamide O1COCC(C1)N(C=O)C1COCOC1